7-chloro-2-methyl-imidazo[1,2-b]pyridazine ClC1=CC=2N(N=C1)C=C(N2)C